3-O-[2-O-(6-O-E-feruloyl)-beta-D-glucopyranosyl]-beta-D-glucopyranose C(\C=C\C1=CC(OC)=C(O)C=C1)(=O)O[C@H]1[C@@H](O[C@@H]([C@H]([C@@H]1O)O)CO)O[C@@H]1[C@H]([C@H](O)O[C@@H]([C@H]1O)CO)O